CC=1SC(=C(N1)C)C=1C=C(C=2N(C1)C=C(N2)C(=O)N2C[C@H]([C@@]1(CC2)NCC2=CC=CC=C2C1)O)[C@@H](C)OC {6-(2,4-dimethyl-1,3-thiazol-5-yl)-8-[(1R)-1-methoxyethyl]imidazo[1,2-a]pyridin-2-yl}[(3R,3'R)-3'-hydroxy-1,4-dihydro-1'H,2H-spiro[isoquinoline-3,4'-piperidin]-1'-yl]methanone